ClC=1C=NC(=NC1)CN1C(=NC2=C1C=C(C=C2F)OC)N2C[C@H]([C@@H](CC2)F)N (3R,4R)-1-(1-((5-Chloropyrimidin-2-yl)methyl)-4-fluoro-6-methoxy-1H-benzimidazol-2-yl)-4-fluoropiperidin-3-amin